(1-((2-(4-Acetylpiperazin-1-yl)-6-chloropyridin-3-yl)amino)ethyl)-3-ethyl-4,7-dimethyl-3,4-dihydro-5H-pyrazolo[3,4-c]isoquinolin-5-one C(C)(=O)N1CCN(CC1)C1=NC(=CC=C1NC(C)C1=NN(C=2N(C(C=3C=C(C=CC3C21)C)=O)C)CC)Cl